C(#N)[C@@]1(CN(CC1)C1=CC(=CC(=N1)N1CC2(C=3C=NC(=CC31)NC(C)=O)CC2)C)C (S)-N-(1'-(6-(3-cyano-3-methylpyrrolidin-1-yl)-4-methylpyridin-2-yl)-1',2'-dihydrospiro[cyclopropane-1,3'-pyrrolo[3,2-c]pyridin]-6'-yl)acetamide